O[C@@]1(CC[C@@H]2[C@H]3CC[C@]4([C@H]([C@@H]3CC[C@H]2C1)C[C@@H]4C(CN4N=CC(=C4)C#N)=O)C)C 1-(2-((1S,2aS,2bR,4aS,6R,8aS,8bR,10aS)-6-hydroxy-6,10a-dimethylhexadecahydrocyclobuta[a]phenanthren-1-yl)-2-oxoethyl)-1H-pyrazole-4-carbonitrile